N-(4-(bicyclo[3.1.0]hexan-3-yloxy)-3-fluoro-5-methylphenyl)-5-ethyl-2-(3-methoxy-3-methylazetidin-1-yl)thiazole-4-carboxamide C12CC(CC2C1)OC1=C(C=C(C=C1C)NC(=O)C=1N=C(SC1CC)N1CC(C1)(C)OC)F